4-chloro-2-(methyl-d3)-2H-indazole ClC=1C2=CN(N=C2C=CC1)C([2H])([2H])[2H]